2-hydroxy-3-methacryloyloxypropyl methacrylate C(C(=C)C)(=O)OCC(COC(C(=C)C)=O)O